Br[Si]1(C[Si](CCC1)(CC)CC)Br 1,1-dibromo-3,3-diethyl-1,3-disilacyclohexane